C(C)(C)OCCCNC(=O)C1CCN(CC1)C=1SC=C(N1)C(=O)NC(C(=O)NC(C(=O)OC)=C)=C Methyl 2-(2-(2-(4-((3-isopropoxypropyl)carbamoyl)piperidin-1-yl)thiazole-4-carboxamido)acrylamido)acrylate